5-(2-oxopiperidin-1-yl)pentanoic acid O=C1N(CCCC1)CCCCC(=O)O